4-oxo-4-phenyl-2-(thiophen-2-yl)butyronitrile O=C(CC(C#N)C=1SC=CC1)C1=CC=CC=C1